3-acetyl-5-methyl-7-(2-chlorobenzyloxy)coumarin C(C)(=O)C=1C(OC2=CC(=CC(=C2C1)C)OCC1=C(C=CC=C1)Cl)=O